ClP(C1=CC=CC=C1)(C1=CC=CC=C1)(C1=CC=CC=C1)CC1=NOC=C1 3-((chlorotriphenyl-λ5-phosphanyl)methyl)isoxazole